imidazo[5,1-a]isoindol C1=NCN2C1=C1C=CC=CC1=C2